4-(t-butoxycarbonyl)benzyl bromide C(C)(C)(C)OC(=O)C1=CC=C(CBr)C=C1